(3R)-7-((2S,5R)-4-acryloyl-2,5-dimethylpiperazin-1-yl)-9-chloro-10-(2,4-difluorophenyl)-3-((1-methylpiperidin-4-yl)methyl)-2,3-dihydro-5H-[1,4]oxazino[2,3,4-ij]quinazolin-5-one C(C=C)(=O)N1C[C@@H](N(C[C@H]1C)C1=NC(N2C3=C(C(=C(C=C13)Cl)C1=C(C=C(C=C1)F)F)OC[C@H]2CC2CCN(CC2)C)=O)C